5-((1-benzylpiperidin-4-yl)(methyl)amino)-3-fluoro-N-(6-fluoropyridin-2-yl)-4-methylpyridin-2-sulfonamide C(C1=CC=CC=C1)N1CCC(CC1)N(C=1C(=C(C(=NC1)S(=O)(=O)NC1=NC(=CC=C1)F)F)C)C